(3-fluoro-4-(trifluoromethyl)phenyl)(4-(5-(2-morpholinoethylamino)isoxazol-3-yl)piperidin-1-yl)methanone FC=1C=C(C=CC1C(F)(F)F)C(=O)N1CCC(CC1)C1=NOC(=C1)NCCN1CCOCC1